N-{5-[3-(4,4-difluorocyclohexyl)-1,2,4-oxadiazol-5-yl]-4,5,6,7-tetrahydro[1,3]thiazolo[5,4-c]pyridin-2-yl}-N'-[(2R)-1-hydroxypropan-2-yl]urea FC1(CCC(CC1)C1=NOC(=N1)N1CC2=C(CC1)N=C(S2)NC(=O)N[C@@H](CO)C)F